NC=1C(=C(C=O)C=CN1)C 2-AMINO-3-METHYLISONICOTINALDEHYDE